COC1=C(CNC2=C3N=CN(C3=NC=N2)[C@H]2[C@@H](O)[C@H](O)[C@H](O2)CO)OC=C1 6-(3-Methoxyfurfurylamino)-9-β-D-arabinofuranosylpurin